O1C(=CC2=C1C=CC=C2)C(=O)O 2-benzofurancarboxylic acid